C1(CC1)C1=C(N=CS1)[C@]1(NC(NC1=O)=O)CNC(=O)C1=NN(N=C1)C1=CC=C(C=C1)F |r| rac-N-{[4-(5-cyclopropyl-1,3-thiazol-4-yl)-2,5-dioxoimidazolidin-4-yl]methyl}-2-(4-fluorophenyl)-2H-1,2,3-triazole-4-carboxamide